2-((4-isopropylphenoxy)methyl)-3-(4-methyl-1-(tetrahydro-2H-pyran-2-yl)-1H-pyrazol-5-yl)pyridine C(C)(C)C1=CC=C(OCC2=NC=CC=C2C2=C(C=NN2C2OCCCC2)C)C=C1